N=1C(C=CC2=NC(C=CC12)=O)=O 1,5-Naphthyridine-2,6-Dione